N-{2-fluoro-3-[2-methyl-5-(2-{[5-(piperazin-1-yl)pyridin-2-yl]amino}pyrimidin-4-yl)-1,3-thiazol-4-yl]phenyl}propane-1-sulfonamide FC1=C(C=CC=C1C=1N=C(SC1C1=NC(=NC=C1)NC1=NC=C(C=C1)N1CCNCC1)C)NS(=O)(=O)CCC